COC(=O)C=1C=2N(C=CC1C=1C=NN(C1C)CC13CC4CC(CC(C1)C4)C3)C(=CN2)C2=NC=C(C(=C2)C)N 7-(1-(adamantan-1-ylmethyl)-5-methyl-1H-pyrazol-4-yl)-3-(5-amino-4-methylpyridin-2-yl)imidazo[1,2-a]pyridine-8-carboxylic acid methyl ester